COC1=C(CC2CC3(CN(C3)C(=O)N3C[C@@H]4[C@@H](OCC(N4)=O)CC3)C2)C=CC(=C1)C(F)(F)F (4aR,8aS)-6-(6-(2-methoxy-4-(trifluoromethyl)benzyl)-2-azaspiro[3.3]heptane-2-carbonyl)hexahydro-2H-pyrido[4,3-b][1,4]oxazin-3(4H)-one